C1=CC=CC=2C(C=CC(C12)=O)=O 5,8-naphthoquinone